C(#N)CC1(CC2CCC(C1)N2C(=O)OC(C)(C)C)C(=O)OC 8-(tert-butyl) 3-methyl 3-(cyanomethyl)-8-azabicyclo[3.2.1]octane-3,8-dicarboxylate